7-(3-(2,6-dichloropyridin-3-yl)-7,8-dihydro-1,6-naphthyridin-6(5H)-yl)-2-(difluoromethyl)-8,9-dimethyl-4H-pyrimido[1,2-b]pyridazin-4-one ClC1=NC(=CC=C1C=1C=NC=2CCN(CC2C1)C=1C(=C(C=2N(N1)C(C=C(N2)C(F)F)=O)C)C)Cl